sodium ammonium salt [NH4+].[Na+]